4,6-dichloro-2,5-dimethyl-pyridine-3-carboxylic acid ethyl ester C(C)OC(=O)C=1C(=NC(=C(C1Cl)C)Cl)C